N[C@H](C=1N=C2N(N=CC(=C2)CN2C(NC3C2CC(C3)(F)F)=O)C1)C1CCC(CC1)(F)F 1-((2-((S)-amino(4,4-difluorocyclohexyl)methyl)imidazo[1,2-b]pyridazin-7-yl)methyl)-5,5-difluorohexahydrocyclopenta[d]imidazol-2(1H)-one